N-(3-amino-5-chlorophenyl)propane-1-sulfonamide NC=1C=C(C=C(C1)Cl)NS(=O)(=O)CCC